OC1=C(C=C(C=C1)C1=NNC(C2=CC=CC=C12)=O)C#N 4-(4-Hydroxy-3-cyanophenyl)-1(2H)-phthalazinone